6-(4-chlorobenzyl)-3-(1-methylcyclopropyl)-8-(morpholin-4-yl)pyrido[2,3-e][1,2,4]triazolo[4,3-c]pyrimidin-5(6H)-one ClC1=CC=C(CN2C(N3C(C4=C2C=C(C=N4)N4CCOCC4)=NN=C3C3(CC3)C)=O)C=C1